[N+](=O)([O-])[O-].[N+](=O)([O-])[O-].[Mn+2].[Mn+2] di-manganese dinitrate